P(=O)(O)(O)CCCCOC1=CC=C2CCC3(C2=C1)CCC(CC3)C(=O)O 6'-(4-phosphonobutoxy)-2',3'-dihydrospiro[cyclohexane-1,1'-indene]-4-carboxylic acid